O=C1NC(CCC1N1C(C2=CC=C(C=C2C1)NC(=O)C=1N=CN(C1C(F)(F)F)C1=CC=CC=C1)=O)=O N-(2-(2,6-dioxopiperidin-3-yl)-1-oxoisoindolin-5-yl)-1-phenyl-5-(trifluoromethyl)-1H-imidazole-4-carboxamide